CN[C@H](C(=O)NCCN(C1=NC(=NC(=C1)NC=1SC(=CN1)C1=CC=NC=C1)C)C)C (2S)-2-(methylamino)-N-[2-[methyl-[2-methyl-6-[[5-(4-pyridyl)thiazol-2-yl]amino]pyrimidin-4-yl]amino]ethyl]propanamide